ClC1=C(CBr)C(=CC=C1)Cl 2,6-dichloro-benzyl bromide